C(CCCCCCCCCCCCC)(=O)O.OCC(O)CO.OCC(O)CO.OCC(O)CO triglycerol myristate